ethylene glycol di-methacrylate C(C(=C)C)(=O)OCCOC(C(=C)C)=O